gold-copper-palladium [Pd].[Cu].[Au]